N-[(1R,3S)-3-(5,6,7,8-tetrahydro[1,2,4]triazolo[4,3-a]pyrazin-3-yl)cyclohexyl]-5-(trifluoromethyl)pyrimidin-2-amine N=1N=C(N2C1CNCC2)[C@@H]2C[C@@H](CCC2)NC2=NC=C(C=N2)C(F)(F)F